FC1=CC=C(C=C1)[C@@H](CC1=NC(=NC(=N1)N[C@@H](CO)CC(C)C)CS(=O)(=O)N)C (4-((R)-2-(4-fluorophenyl)propyl)-6-(((R)-1-hydroxy-4-methylpent-2-yl)amino)-1,3,5-triazin-2-yl)methanesulfonamide